NC1=C(C=C(C=C1)C1C[C@@H](N(CC1)C(=O)OC(C)(C)C)C)O tert-Butyl 4-(4-amino-3-hydroxyphenyl)-(2S)-methylpiperidine-1-carboxylate